N1N=CC(=C1)CCCOC=1C=C2C=CN=C(C2=CC1)Cl 6-(3-(1H-pyrazol-4-yl)propoxy)-1-chloroisoquinoline